C(C)(C)N1N=CC(=C1)C1=CC(=NC=C1)N(C(=O)[C@@H]1C[C@H](CCC1)C(=O)O)CC12CCC(CC1)(CC2)C2=CC(=C(C=C2)OC)C trans-3-((4-(1-Isopropyl-1H-pyrazol-4-yl)pyridin-2-yl)((4-(4-methoxy-3-methylphenyl)bicyclo[2.2.2]octan-1-yl)methyl)carbamoyl)cyclohexanecarboxylic acid